FC([C@@H](C1=CC=C(C=C1)F)N1N=CC(=C1)C1=NC(=CN=C1)[Sn](C)(C)C)(C)F (R)-2-(1-(2,2-difluoro-1-(4-fluorophenyl)propyl)-1H-pyrazol-4-yl)-6-(trimethylstannyl)pyrazine